2-oxo-6,9,12,15-tetraoxa-3-azaoctadecane-18-oic acid O=C(C)NCCOCCOCCOCCOCCC(=O)O